The molecule is a carbamate ester. It has a role as a carbamate insecticide, an EC 3.1.1.7 (acetylcholinesterase) inhibitor and an agrochemical. It derives from a methylcarbamic acid and a 3,5-xylenol. CC1=CC(=CC(=C1)OC(=O)NC)C